ClC1=C(N=C(NC1=O)C1=CC(=NC=C1)F)N1C[C@H](NCC1)C(C)C 5-chloro-2-(2-fluoro-4-pyridinyl)-4-[(3R)-3-isopropylpiperazin-1-yl]-1H-pyrimidin-6-one